N-(6-(5-chloro-7-((1,1-difluoropropan-2-yl)amino)-6-fluoro-1H-indazol-4-yl)imidazo[1,2-a]pyrazin-2-yl)-2-fluorocyclopropane-1-carboxamide ClC=1C(=C2C=NNC2=C(C1F)NC(C(F)F)C)C=1N=CC=2N(C1)C=C(N2)NC(=O)C2C(C2)F